P(=O)(OC(CCl)CCl)(OC(CCl)CCl)OC(CCl)CCl tri(1,3-dichloro-2-propyl) phosphate